OCCC[N+]1=CN(C=C1)C 3-(3-hydroxypropyl)-1-methyl-1H-imidazol-3-ium